3-epoxycyclobutanol C12C(C(C1)O)O2